N-[[6-(m-Tolylmethylamino)-2-pyridyl]sulfonyl]-2-(2,2,4-trimethylpyrrolidin-1-yl)pyridin-3-carboxamid C1(=CC(=CC=C1)CNC1=CC=CC(=N1)S(=O)(=O)NC(=O)C=1C(=NC=CC1)N1C(CC(C1)C)(C)C)C